CP(O)O (methyl)phosphonous acid